1,4-Dipropylpiperidinium cyanid [C-]#N.C(CC)[NH+]1CCC(CC1)CCC